3-Dimethylallyl-4-hydroxybenzoic acid CC(=CCC=1C=C(C(=O)O)C=CC1O)C